1-(4-(6-chloro-8-fluoro-7-(5-methyl-1H-indazol-4-yl)-2-((1-(pyrimidin-2-yl)azetidin-3-yl)methoxy)quinazolin-4-yl)piperazin-1-yl)prop-2-en-1-one ClC=1C=C2C(=NC(=NC2=C(C1C1=C2C=NNC2=CC=C1C)F)OCC1CN(C1)C1=NC=CC=N1)N1CCN(CC1)C(C=C)=O